[N+](#[C-])C1(CC2=CC=CC=C2C1)C(=O)OCC ethyl 2-isocyano-2,3-dihydro-1H-indene-2-carboxylate